4-((2'-chloro-2-((cyclopentyloxy)methyl)-3',5'-dimethoxy-4'-methyl-[1,1'-biphenyl]-4-yl)oxy)tetrahydro-2H-pyran-4-carboxylic acid ClC1=C(C=C(C(=C1OC)C)OC)C1=C(C=C(C=C1)OC1(CCOCC1)C(=O)O)COC1CCCC1